CC1=C(C(=CC=C1)C)NC(C(CC)NCCC)=O N-(2,6-dimethylphenyl)-2-(propylamino)butanamide